CC(=C)CC(\C=C(/C=C)\C)=O (5Z)-2,6-dimethyloctaen-5,7-dien-4-one